methyl dihydropyridazine-4-carboxylate N1NC=C(C=C1)C(=O)OC